6-chloro-3-methyl-pyrazolo[3,4-d]pyrimidine ClC1=NC=C2C(=N1)NN=C2C